N,N-bis(4-methoxybenzyl)-6',7'-dihydrospiro[cyclobutane-1,4'-pyrazolo[5,1-c][1,4]oxazine]-2'-sulfonamide COC1=CC=C(CN(S(=O)(=O)C2=NN3C(C4(OCC3)CCC4)=C2)CC2=CC=C(C=C2)OC)C=C1